C(C)(C)(C)OC(NC(C(=O)NCCO)CC1=CC=CC=C1)=O (1-((2-hydroxyethyl)amino)-1-oxo-3-phenylpropan-2-yl)carbamic acid tert-butyl ester